isopropyl-normal propyl sulfide C(C)(C)SCCC